C(C)(C)(C)C1N(CCC(C1)C=O)C1=C(C=C(C=C1)C1C(NC(CC1)=O)=O)C tert-butyl-1-(4-(2,6-dioxopiperidin-3-yl)-2-methylphenyl)piperidine-4-carbaldehyde